C(C)N1C=NC2=C1N=NC=C2C=2C=CC(=C(C2)C2=CC1=CN(N=C1C=C2OC)C2CN(C2)C(C)=O)F 1-(3-(5-(5-(7-Ethyl-7H-imidazo[4,5-c]pyridazin-4-yl)-2-fluorophenyl)-6-methoxy-2H-indazol-2-yl)azetidin-1-yl)ethan-1-one